2-(((8R,9R,10R)-6-((4-methoxyphenyl)carbamoyl)-9-(4-(phenylethynyl)phenyl)-1,6-diazabicyclo[6.2.0]decan-10-yl)methoxy)acetic acid COC1=CC=C(C=C1)NC(=O)N1CCCCN2[C@H]([C@@H]([C@@H]2C1)C1=CC=C(C=C1)C#CC1=CC=CC=C1)COCC(=O)O